NC1=CC(C(NC1=NC=1C(=NN2C1C=CC(=C2C)C)OCCN2C=NC=C2)=NC=2C(=NN1C2C=CC(=C1C)C)OCCN1C=NC=C1)=N N,N'-(5-Amino-3-iminopyridin-2,6(1H,3H)-diyliden)bis{2-[2-(1H-imidazol-1-yl)ethoxy]-6,7-dimethylpyrazolo[1,5-a]pyridin-3-amin}